BrC1=C(C=C2C(=NC(=NC2=C1F)Cl)N1[C@H](CN(CC1)C(=O)OC(C)(C)C)C)F tert-butyl (S)-4-(7-bromo-2-chloro-6,8-difluoroquinazolin-4-yl)-3-methylpiperazine-1-carboxylate